4-((2-((4-cyanophenyl)amino)-7-(pyridine-3-ylmethyl)-6,7,8,9-tetrahydro-5H-pyrimido[4,5-d]azepine-4-yl)oxy)-3,5-dimethylbenzonitrile C(#N)C1=CC=C(C=C1)NC=1N=C(C2=C(CCN(CC2)CC=2C=NC=CC2)N1)OC1=C(C=C(C#N)C=C1C)C